3-(benzo[d]thiazol-2-yl)naphthalen-2-ol S1C(=NC2=C1C=CC=C2)C=2C(=CC1=CC=CC=C1C2)O